O=C(C=C)N1CN(CN(C1)C(C=C)=O)C(C=C)=O hexahydro-1,3,5-tris(1-oxo-2-propenyl)-1,3,5-triazine